NC1=NC=2C=C(C=CC2C2=C1N=C(N2CC(C)(O)C)CC2CC2)CC2=CC(=CC=C2)CN 1-(4-amino-7-(3-(aminomethyl)benzyl)-2-(cyclopropylmethyl)-1H-imidazo[4,5-c]quinolin-1-yl)-2-methylpropan-2-ol